FC(C(CN1N=CC(=C1)C=1C=CC(=NC1C1=CC=2N(C=C1)C=CN2)C#N)(C)C)F 5-[1-(3,3-difluoro-2,2-dimethylpropyl)-1H-pyrazol-4-yl]-6-imidazo[1,2-a]pyridin-7-ylpyridine-2-carbonitrile